2-((2R,3S)-3-(4-((6-fluorobenzo[d]thiazol-5-yl)amino)thieno[2,3-b]pyridin-2-yl)-2-methylpyrrolidin-1-yl)ethan-1-ol FC1=CC2=C(N=CS2)C=C1NC1=C2C(=NC=C1)SC(=C2)[C@@H]2[C@H](N(CC2)CCO)C